Cl.O=C1N(C(C2=CC=CC=C12)=O)C[C@H]1NCCC2=CC=CC(=C12)OCCCC(=O)OCC1=CC=CC=C1 Benzyl (S)-4-((1-((1,3-dioxoisoindolin-2-yl)methyl)-1,2,3,4-tetrahydro-isoquinolin-8-yl)oxy)butanoate hydrochloride